[Cu].[Cr].[Zr] Zirconium-chromium-copper